6-[1-(2,2-Difluoroethyl)-1H-pyrazolo[3,4-b]pyrazin-6-yl]-2-{[2-(trifluoromethyl)pyridin-3-yl]oxy}-6-azaspiro[3.5]nonane FC(CN1N=CC=2C1=NC(=CN2)N2CC1(CC(C1)OC=1C(=NC=CC1)C(F)(F)F)CCC2)F